Benzyl (S)-4-((S)-2-(2-((2,6-difluorophenyl)amino)-2-oxoacetamido) propanamido)-5-oxo-6-(2,3,5,6-tetrafluorophenoxy)hexanoate FC1=C(C(=CC=C1)F)NC(C(=O)N[C@H](C(=O)N[C@@H](CCC(=O)OCC1=CC=CC=C1)C(COC1=C(C(=CC(=C1F)F)F)F)=O)C)=O